ClC1=C(C=C2C=C(N=CC2=C1)NC(=O)[C@H]1C(C1)C(C)(C)O)C1CCN(CC1)[C@]1(COC[C@H]1F)C (1R)-N-(7-chloro-6-(1-((3S,4S)-4-fluoro-3-methyltetrahydrofuran-3-yl)piperidin-4-yl)isoquinolin-3-yl)-2-(2-hydroxypropan-2-yl)cyclopropane-1-carboxamide